ClC1=CC(=C(C=C1)NC1=NC(=CN=C1)CC1=C(C(=NC=C1)NS(NC)(=O)=O)F)F N-(4-chloro-2-fluoro-phenyl)-6-[[3-fluoro-2-(methylsulfamoylamino)-4-pyridyl]methyl]pyrazin-2-amine